CCCCCCCCCCCCCCCCCCCCCCCCC(=O)N[C@@H](CO)[C@@H](CCCCCCCCCCC(C)CC)O The molecule is a dihydroceramide obtained by formal condensation of the carboxy group of pentacosanoic acid with the amino group of 14-methylhexadecasphinganine. It is a metabolite of the nematode Caenorhabditis elegans. It has a role as a Caenorhabditis elegans metabolite. It derives from a pentacosanoic acid.